Ethyl 3-(fluoromethyl)isoxazole-4-carboxylate FCC1=NOC=C1C(=O)OCC